NC1=NN(C2=CC(=C(C=C12)Cl)N1CCC(CC1)(O)CC(=O)OC(C)(C)C)C tert-butyl 2-[1-(3-amino-5-chloro-1-methyl-indazol-6-yl)-4-hydroxy-4-piperidyl]acetate